C1(=CC=CC=C1)P(C=1C=C(C(=O)O)C=CC1C(=O)OC)C1=CC=CC=C1 3-(diphenylphosphaneyl)-4-(methoxycarbonyl)benzoic acid